3-aminobenzenebutyryl-tryptophan methyl ester COC([C@@H](NC(CCCC1=CC(=CC=C1)N)=O)CC1=CNC2=CC=CC=C12)=O